CC1NC(NC1C)=O 4,5-Dimethyl-2-imidazolidinone